ClC1=C(NC2=CC=C(C=C12)NCCCC1=CC=CC=C1)C(=O)O 3-Chloro-5-(3-phenylpropylamino)-1H-indole-2-carboxylic acid